N-hydroxy(benzyl)Amide O[N-]CC1=CC=CC=C1